CS(=O)(=O)C1=C(C=C(C=N1)C1=CC=C(C=O)C=C1)OC 4-[6-(methanesulfonyl)-5-methoxypyridin-3-yl]benzaldehyde